(1r,4R)-4-(3-chloroanilino)-2'-[(2R)-2-{[(thieno[3,2-b]pyridin-7-yl)oxy]methyl}hept-3-yn-1-yl]spiro[cyclohexane-1,1'-indene]-4-carboxylic acid ClC=1C=C(NC2(CCC3(C(=CC4=CC=CC=C34)C[C@H](C#CCCC)COC3=C4C(=NC=C3)C=CS4)CC2)C(=O)O)C=CC1